(25S)-7alpha,26-Dihydroxycholest-4-en-3-one O[C@H]1[C@H]2[C@@H]3CC[C@H]([C@@H](CCC[C@@H](CO)C)C)[C@]3(CC[C@@H]2[C@]2(CCC(C=C2C1)=O)C)C